NCCCNCCCNCCCNCC(=O)N(CCCCCCCCCCCCCCCCCC)CCCCCCCCCCCCCCCCCC 2-{3-[3-(3-Amino-propylamino)-propylamino]-propylamino}-N,N-dioctadecyl-acetamide